C(C)(=O)NC1=NC=CC(=C1)C1=C(N=C(N1COCC[Si](C)(C)C)SC)C=1C=C(C=CC1)NC(C1=CC=C(C=C1)F)=O N-(3-(5-(2-acetamidopyridin-4-yl)-2-(methylthio)-1-((2-(trimethylsilyl)ethoxy)methyl)-1H-imidazol-4-yl)phenyl)-4-fluorobenzamide